COC=1C=C2C(=NC(=NC2=CC1C#CCN1CCCC1)N1CCCC1)NC1CCOCC1 6-methoxy-2-(pyrrolidin-1-yl)-7-(3-(pyrrolidin-1-yl)prop-1-yn-1-yl)-N-(tetrahydro-2H-pyran-4-yl)quinazolin-4-amine